C(C)(C)(C)[Si](F)(C=1C=NC(=CC1)C(OC)OC)C(C)(C)C di(tert-butyl)[6-(dimethoxymethyl)-3-pyridinyl](fluoro)silane